ClP(C1=C(C(=C(C=C1)N(C)C)C(C)(C)C)C(C)(C)C)(C1=C(C(=C(C=C1)N(C)C)C(C)(C)C)C(C)(C)C)Cl dichlorobis[di-tert-butyl-(4-dimethylaminophenyl)]Phosphine